1-(7Z,10Z,13Z,16Z,19Z-docosapentaenoyl)-2-tetradecanoyl-sn-glycero-3-phosphocholine CCCCCCCCCCCCCC(=O)O[C@H](COC(=O)CCCCC/C=C\C/C=C\C/C=C\C/C=C\C/C=C\CC)COP(=O)([O-])OCC[N+](C)(C)C